FC=1C=C(C=CC1F)S(=O)(=O)NC1=CC=C(C=C1)C=1C2=C(N=CN1)NC=C2 4-(4-((3,4-difluorophenyl)sulfonamido)phenyl)-7H-pyrrolo[2,3-d]pyrimidin